(1H-indol-3-yl)(4-(2-(triethylsilyloxy)propan-2-yl)thiazol-2-yl)methanone N1C=C(C2=CC=CC=C12)C(=O)C=1SC=C(N1)C(C)(C)O[Si](CC)(CC)CC